6-Chloro-8-(3,4,5,6-tetrahydro-2H-[1,2']bipyridinyl-5'-yl)-9-(2,2,2-trifluoro-ethyl)-9H-pyrido[3,4-b]indole ClC=1C=C2C3=C(N(C2=C(C1)C=1C=CC(=NC1)N1CCCCC1)CC(F)(F)F)C=NC=C3